OC1=C(C=C(C=C1C)C1=NC2=CC=C(C=C2C(N1)=O)NC1=NC=CC=C1)C 2-(4-hydroxy-3,5-dimethyl-phenyl)-6-(pyridin-2-ylamino)-3H-quinazolin-4-one